(4R,5R)-5-((S)-5H-imidazo[5,1-a]isoindol-5-yl)-4,5,6,7-tetrahydropyrazolo[1,5-a]pyridin-4-ol C=1N=CN2C1C1=CC=CC=C1[C@@H]2[C@@H]2[C@H](C=1N(CC2)N=CC1)O